COC1=C(N)C=CC(=C1)C1(CC1)C(F)(F)F 2-methoxy-4-(1-(trifluoromethyl)cyclopropyl)aniline